C1(=CC=CC=C1)C1=C(N(C2=CC=CC=C12)C1=NC=CC=C1)C(CCC)=O 1-(3-phenyl-1-(pyridine-2-yl)-1H-indol-2-yl)butan-1-one